C12(CC(C1)C2)NC2=NC(=NC=N2)NC=2C=C(C(=CC2OC)N(C)CCN(C)C)N N4-(4-(bicyclo[1.1.1]pentan-1-ylamino)-1,3,5-triazin-2-yl)-N1-(2-(dimethylamino)ethyl)-5-methoxy-N1-methylbenzene-1,2,4-triamine